(1RS,2RS)-2-(4-chlorophenyl)cyclopropane-1-carboxylic acid Ethyl ester [(1RS,2RS)-Ethyl-2-(4-chlorophenyl) cyclopropane-1-carboxylate] C(C)[C@@]1([C@H](C1)C1=CC=C(C=C1)Cl)C(=O)O.C(C)OC(=O)[C@H]1[C@@H](C1)C1=CC=C(C=C1)Cl |r|